N-phenyl-acetamide C1(=CC=CC=C1)NC(C)=O